2-(2,6-dioxopiperidin-3-yl)-5-((3-(4-(6-(6-((R)-2-(3-fluorophenyl)pyrrolidin-1-yl)imidazo[1,2-b]pyridazin-3-yl)pyridin-2-yl)piperazin-1-yl)-3-oxopropyl)amino)isoindoline-1,3-dione O=C1NC(CCC1N1C(C2=CC=C(C=C2C1=O)NCCC(=O)N1CCN(CC1)C1=NC(=CC=C1)C1=CN=C2N1N=C(C=C2)N2[C@H](CCC2)C2=CC(=CC=C2)F)=O)=O